C1(=CC=CC=C1)COC=1C=C(C=CC1)C1CC(CC1)CC(=O)O (3-(3-(phenylmethyloxy)phenyl)cyclopentyl)acetic acid